6-[8-(1,3-benzothiazol-2-ylcarbamoyl)-3,4-dihydroisoquinolin-2(1H)-yl]-3-(1-{[2-(2-methoxyethyl)tricyclo[3.3.1.13,7]dec-2-yl]methyl}-1H-pyrazol-4-yl)pyridine-2-carboxylic acid S1C(=NC2=C1C=CC=C2)NC(=O)C=2C=CC=C1CCN(CC21)C2=CC=C(C(=N2)C(=O)O)C=2C=NN(C2)CC2(C1CC3CC(CC2C3)C1)CCOC